FC1=C(C=CC=C1)C1=CC(=CN1S(=O)(=O)C1=CNC=C1)CNC 1-[5-(2-fluorophenyl)-1-(pyrrole-3-yl-sulfonyl)-1H-pyrrole-3-yl]-N-methyl-methylamine